C1(=CC=CC=C1)C(CNC(=O)C1=CSC=C1)C1=CC=CC=C1 N-(2,2-diphenylethyl)thiophene-3-carboxamide